C(C)OC(=O)C=1N(C=CC1C)CCBr 1-(2-bromoethyl)-3-methyl-1H-pyrrole-2-carboxylic acid ethyl ester